5'-(4,7-bis(4-carboxyphenyl)-1H-benzo[d]imidazol-2-yl)-[1,1':3',1''-terphenyl]-4,4''-dicarboxylic acid C(=O)(O)C1=CC=C(C=C1)C1=CC=C(C=2NC(=NC21)C=2C=C(C=C(C2)C2=CC=C(C=C2)C(=O)O)C2=CC=C(C=C2)C(=O)O)C2=CC=C(C=C2)C(=O)O